[F-].O=S oxysulfide fluoride